1-(trifluoromethyl)cyclopropane-1-carboxamide FC(C1(CC1)C(=O)N)(F)F